N-((4R)-3-(difluoromethyl)-1-(methylsulfonyl)piperidin-4-yl)-5-fluoro-7-isopropylpyrrolo[2,1-f][1,2,4]triazin-2-amine FC(C1CN(CC[C@H]1NC1=NN2C(C=N1)=C(C=C2C(C)C)F)S(=O)(=O)C)F